ClC1=C2C(=NC=C1OC=1C=NN3C1C(=NC=C3)OC)N=C(N2C)NC=2C(N(C=C(C2)C(F)(F)F)C)=O 3-((7-chloro-6-((4-methoxypyrazolo[1,5-a]pyrazin-3-yl)oxy)-1-methyl-1H-imidazo[4,5-b]pyridin-2-yl)amino)-1-methyl-5-(trifluoromethyl)pyridin-2(1H)-one